[3-(1-methylindol-7-yl)cyclobutyl] N-[[2-(2,6-dioxo-3-piperidyl)-3-oxo-isoindolin-5-yl]methyl]carbamate O=C1NC(CCC1N1CC2=CC=C(C=C2C1=O)CNC(OC1CC(C1)C=1C=CC=C2C=CN(C12)C)=O)=O